O=C1N(C2=C(N1CC(=O)NCC(F)(F)F)C=CC=C2)C2=CC=C(C=C2)C2=C1C(=CN=C2)N(N=C1)C1OCCCC1 2-[2-oxo-3-[4-(1-tetrahydropyran-2-ylpyrazolo[3,4-c]pyridin-4-yl)phenyl]benzimidazol-1-yl]-N-(2,2,2-trifluoroethyl)acetamide